4-[(3-chloro-4-fluorophenyl)methyl]-N-(4-cyano-2-fluorophenyl)-1H-pyrrole-3-sulfonamide ClC=1C=C(C=CC1F)CC=1C(=CNC1)S(=O)(=O)NC1=C(C=C(C=C1)C#N)F